(R)-N-(4-methoxy-2-(4-(4-methyl-piperazin-1-yl)-[1,4'-bipiperidin]-1'-yl)-5-((6-(3-(3-phenoxyphenyl)-isoxazolidin-2-yl)-pyrimidin-4-yl)-amino)phenyl)-acrylamide COC1=CC(=C(C=C1NC1=NC=NC(=C1)N1OCC[C@@H]1C1=CC(=CC=C1)OC1=CC=CC=C1)NC(C=C)=O)N1CCC(CC1)N1CCC(CC1)N1CCN(CC1)C